CC=1C=C(C=C(C1)C)I 3,5-dimethyl-iodobenzene